(8S)-N-((R)-1-(4-carbamimidoylthiophen-2-yl)ethyl)-7-((9-fluoro-9H-fluorene-3-carbonyl)glycyl)-1,4-dioxa-7-azaspiro[4.4]nonane-8-carboxamide C(N)(=N)C=1C=C(SC1)[C@@H](C)NC(=O)[C@H]1N(CC2(OCCO2)C1)C(CNC(=O)C=1C=CC=2C(C3=CC=CC=C3C2C1)F)=O